C[Si](OCOCC)(OCOCC)OCOCC methyltri(ethoxymethoxy)silane